3-[4-(trifluoromethyl)thiazol-2-yl]cyclobutanol nickel [Ni].FC(C=1N=C(SC1)C1CC(C1)O)(F)F